FC1C(N=C(NC1=O)C1=CC(=NC=C1)F)=O 5-fluoro-2-(2-fluoro-pyridin-4-yl)-1H-pyrimidine-4,6-dione